FC1CN(C1)C1=NC(=CC2=CC=CC=C12)C(=O)O 1-(3-fluoroazetidin-1-yl)isoquinoline-3-carboxylic acid